C(C)OC1=C(C=O)C=CC(=C1)O 2-ethoxy-4-hydroxybenzaldehyde